4-(difluoromethyl)-N-[4-fluoro-5-(1-methylbenzimidazol-5-yl)-2-[rac-(3R,5S)-3,4,5-trimethylpiperazin-1-yl]phenyl]-1-methyl-6-oxopyridine-3-carboxamide FC(C=1C(=CN(C(C1)=O)C)C(=O)NC1=C(C=C(C(=C1)C1=CC2=C(N(C=N2)C)C=C1)F)N1C[C@H](N([C@H](C1)C)C)C)F |r|